FC1=CC=C2C(=C(C=NC2=C1C1=C(C(=CC(=C1)F)F)F)N)C1CCOCC1 7-fluoro-4-(tetrahydro-2H-pyran-4-yl)-8-(2,3,5-trifluorophenyl)quinoline-3-amine